2-((3,5-dichlorophenoxy)methyl)oxirane ClC=1C=C(OCC2OC2)C=C(C1)Cl